C12OCC(C1)(C2)C=2N=C1N(C=C(C(=C1)OC(C)C)C(=O)OC)C2 methyl 2-(2-oxabicyclo[2.1.1]hex-4-yl)-7-isopropoxylimidazo[1,2-a]pyridine-6-carboxylate